CN1CCN(CC1)CCN 2-(4-methyl-1-piperazinyl)ethylamine